O1CCOCC1C=O Dioxane-6-carbaldehyde